4-(6-ethoxy-1H-pyrazolo[3',4':3,4]pyrazolo[1,5-a]pyridin-4-yl)-1-methoxycyclohexane-1-carboxylic acid methyl ester COC(=O)C1(CCC(CC1)C=1C=2N(C=C(C1)OCC)N=C1C2C=NN1)OC